ClC1=C(OC=2C=C3C(=NC2)N=CC32CC2)C(=CC(=C1)[N+](=O)[O-])Cl 5'-(2,6-dichloro-4-nitrophenoxy)spiro[cyclopropane-1,3'-pyrrolo[2,3-b]pyridin]